6-(4-Chlorophenyl)-N-(2-hydroxy-2-methylpropyl)-2-(5-methyl-3-thienyl)-3-oxo-2,3-dihydropyridazine-4-carboxamide ClC1=CC=C(C=C1)C=1C=C(C(N(N1)C1=CSC(=C1)C)=O)C(=O)NCC(C)(C)O